C(C)(C)(C)C1=CC=C(C=C1)C=1OC(C(N1)=CC=1N(C=CC1)C1=CC=CC=C1)=O 2-(4-(tert-butyl)phenyl)-4-((1-phenyl-1H-pyrrol-2-yl)methylene)oxazol-5(4H)-one